C1=CC=CC=2C3=CC=CC=C3C(C12)COC(=O)N(C(C(=O)O)CC1=C(C=CC=C1)C(C)C)C 2-((((9H-Fluoren-9-yl)methoxy)carbonyl)(methyl)amino)-3-(2-isopropylphenyl)propanoic acid